C1=C(C=CC2=CC=CC=C12)C(=O)N[C@@H](C(=O)N1[C@@H](C[C@H](C1)N1CCCCC1)C(=O)NC(C(C(=O)N)O)C(C)C)CC1CCCCC1 (2S,4R)-1-((R)-2-(2-naphthoylamino)-3-cyclohexylpropionyl)-N-(1-amino-2-hydroxy-4-methyl-1-oxopent-3-yl)-4-(piperidin-1-yl)pyrrolidine-2-carboxamide